tert-butyl 3-((3,5-dibromopyrazin-2-yl)amino)pyrrolidine-1-carboxylate BrC=1C(=NC=C(N1)Br)NC1CN(CC1)C(=O)OC(C)(C)C